{5'-fluoro-1'-methyl-3-[methyl(phenyl)amino]-[4,6'-biindazol]-1-yl}acetic acid FC=1C=C2C=NN(C2=CC1C=1C=2C(=NN(C2C=CC1)CC(=O)O)N(C1=CC=CC=C1)C)C